2-(2-(2-(methoxymethyl)pyrrolidin-1-yl)benzo[d]oxazole-6-yl)-4-oxo-1,4-dihydropyridine-3-carboxylic acid COCC1N(CCC1)C=1OC2=C(N1)C=CC(=C2)C=2NC=CC(C2C(=O)O)=O